(3,5-dimethoxyphenyl)ethyl-isophthalic acid COC=1C=C(C=C(C1)OC)CCC1=C(C(=O)O)C=CC=C1C(=O)O